1,1,1-trifluoro-4-phenylbut-3-en FC(CC=CC1=CC=CC=C1)(F)F